C(C)C1[C@@](CC[C@H](C1)NC1=NC(=NC=C1[N+](=O)[O-])Cl)(C(=O)OC(C1=C(C(=C(C=C1)OC(F)(F)F)OC(F)(F)F)OC(F)(F)F)C1=C(C(=C(C=C1)OC(F)(F)F)OC(F)(F)F)OC(F)(F)F)C di(2,3,4-tris(trifluoromethoxy)phenyl)methanol Ethyl-(1r,4r)-4-((2-chloro-5-nitropyrimidin-4-yl)amino)-1-methylcyclohexane-1-carboxylate